(R)-3-((S)-3-(3-bromo-2,4-difluorophenyl)-1-(tert-butoxy)-1-oxopropan-2-yl)pyrrolidine-1-carboxylic acid tert-butyl ester C(C)(C)(C)OC(=O)N1C[C@H](CC1)[C@@H](C(=O)OC(C)(C)C)CC1=C(C(=C(C=C1)F)Br)F